FC=1C=C(C=C(C1O)OC)C1=CC(=CC=2N(C(N(C21)C)=O)CC(=O)NC2=CC=C(C=C2)F)C 2-(4-(3-fluoro-4-hydroxy-5-methoxyphenyl)-3,6-dimethyl-2-oxo-2,3-dihydro-1H-benzo[d]imidazol-1-yl)-N-(4-fluorophenyl)acetamide